C(CCC)C1C=C(CC1)CC(C=O)C (±)-3-(3-butyl-1-cyclopenten-1-yl)-2-methylpropanal